6-bromo-3-fluoro-5-iodo-N,N-bis[(4-methoxyphenyl)methyl]pyridin-2-amine BrC1=C(C=C(C(=N1)N(CC1=CC=C(C=C1)OC)CC1=CC=C(C=C1)OC)F)I